5-(5-methylisothiazol-4-yl)-2-(thiophen-2-yl)aniline hydrochloride salt Cl.CC1=C(C=NS1)C=1C=CC(=C(N)C1)C=1SC=CC1